CNS(=O)(=O)C1=CC(=C(C=C1)NC1=CC=C(C=C1)OC(F)(F)F)C=1N=NN(N1)C N-methyl-3-(2-methyl-2H-tetrazol-5-yl)-4-((4-(trifluoromethoxy)phenyl)amino)benzenesulfonamide